1-(trimethylsilyl)-dec-1-yn-5-ol C[Si](C#CCCC(CCCCC)O)(C)C